C(C)N(C1=C(C=CC(=C1)NCC1=CC=C(C=C1)C(F)(F)F)NC([C@@H]([C@@H](CCCCC)F)F)=O)CC (2S,3R)-N-(2-(Diethylamino)-4-((4-(trifluoromethyl)benzyl)amino)phenyl)-2,3-difluorooctanamid